(E)-gamma-bisabolene CC1=CC/C(=C(\C)/CCC=C(C)C)/CC1